1-(3-Chlorophenyl)-6-[2-(2-hydroxyethyl)-3,4-dihydro-1H-isoquinolin-7-yl]-7-oxo-4,5-dihydropyrazolo[3,4-c]pyridine-3-carboxylic acid ethyl ester C(C)OC(=O)C1=NN(C=2C(N(CCC21)C2=CC=C1CCN(CC1=C2)CCO)=O)C2=CC(=CC=C2)Cl